C(CC=CCCCC)[Si](OCC)(OCC)C 3-octenylmethyldiethoxysilane